C(C=C)OCC(C)(COCC=C)C neopentyl glycol DIALLYL ETHER